N-(4-(4-((3,4-difluorophenyl)sulfonamido)cyclohex-1-en-1-yl)-1H-pyrrolo[2,3-b]pyridin-6-yl)cyclopropylcarboxamide FC=1C=C(C=CC1F)S(=O)(=O)NC1CC=C(CC1)C1=C2C(=NC(=C1)NC(=O)C1CC1)NC=C2